NC1=NC=2C=C(C=CC2C2=C1CO[C@H]2C)CN(C(=O)C=2C=NC(=CC2)C(F)(F)F)C=2C(=NC=CC2)S(=O)(=O)C N-{[(1S)-4-amino-1-methyl-1H,3H-furo[3,4-c]quinolin-7-yl]methyl}-N-(2-methanesulfonylpyridin-3-yl)-6-(trifluoromethyl)pyridine-3-carboxamide